tert-butyl (1S,2R,5R)-2-(2-methylallyl)-3,8-diazabicyclo[3.2.1]octane-8-carboxylate CC(C[C@@H]1[C@@H]2CC[C@H](CN1)N2C(=O)OC(C)(C)C)=C